[2-(methylamino)-7-oxo-4-(propan-2-yl)-6h,7h-thieno[2,3-d]pyridazin-6-yl]-N-(pyrimidin-2-yl)acetamide CNC1=CC2=C(C(N(N=C2C(C)C)CC(=O)NC2=NC=CC=N2)=O)S1